O1C(CCCC1)N1N=CC(=C1)C1=NC=CC=C1N (1-(tetrahydro-2H-pyran-2-yl)1H-pyrazol-4-yl)pyridin-3-amine